FC(COC(CC)=O)F propionic acid-2,2-difluoroethyl ester